3-(trifluoromethyl)benzyl mercaptan FC(C=1C=C(CS)C=CC1)(F)F